2,5-dimercaptothiadiazole dilithium salt [Li].[Li].SN1SC(=CN1)S